1,2,3,4-Tetra(3-pyridyl)cyclobutane N1=CC(=CC=C1)C1C(C(C1C=1C=NC=CC1)C=1C=NC=CC1)C=1C=NC=CC1